C(C)(C)(C)OC(=O)N/C(/N1[C@@H](CCC1)C1=NC(=NO1)C1=CC2=CC=C(C=C2C=C1)OCCCCOC)=N/C(OC(C)(C)C)=O Tert-butyl (S,Z)-(((tert-butoxycarbonyl)amino)(2-(3-(6-(4-methoxybutoxy)naphthalen-2-yl)-1,2,4-oxadiazol-5-yl)pyrrolidin-1-yl)methylene)carbamate